N-methoxycarbonyl-N'-acetyl-hydrazine COC(=O)NNC(C)=O